N[C@H]1[C@@H](CCCC1)C1=C(C2=CC=CC3=CC=CC1=C23)C(=O)O (1S,2R)-2-aminocyclohexyl-acenaphthylene-2-carboxylic acid